2,2',2''-(10-(1-carboxy-4-oxo-4-((3-(6-oxo-6-(2,3,5,6-tetrafluorophenoxy)-hexanamido)propyl)sulfonamido)butyl)-1,4,7,10-tetraazacyclododecane-1,4,7-triyl)triacetic acid C(=O)(O)C(CCC(NS(=O)(=O)CCCNC(CCCCC(OC1=C(C(=CC(=C1F)F)F)F)=O)=O)=O)N1CCN(CCN(CCN(CC1)CC(=O)O)CC(=O)O)CC(=O)O